2-(4-(3-(pyrrolidin-1-yl)propoxy)phenyl)-5-methoxy-4H-chromen-4-one N1(CCCC1)CCCOC1=CC=C(C=C1)C=1OC2=CC=CC(=C2C(C1)=O)OC